(+)-2-(6-(2-amino-1-cyclopropyl-1-hydroxyethyl-2,2-d2)-3-fluoro-2-(4-fluorophenyl)pyridin-4-yl)propan NC(C(O)(C1CC1)C1=CC(=C(C(=N1)C1=CC=C(C=C1)F)F)C(C)C)([2H])[2H]